CN1C=CC(=C1)OC(CCl)=O Methyl-4-(2-chloroacetoxy)-1H-pyrrole